N-[6-[(3S)-3-(hydroxymethyl)morpholin-4-yl]-2,2-dimethyl-3H-furo[2,3-b]pyridin-5-yl]pyrazolo[1,5-a]pyrimidine-3-carboxamide OC[C@@H]1N(CCOC1)C1=C(C=C2C(=N1)OC(C2)(C)C)NC(=O)C=2C=NN1C2N=CC=C1